C(C)[C@@]1(C[C@H](O)[C@@H](CO)O1)N1C(=O)NC(=O)C=C1 ethyl-deoxyuridine